Cl.FC1(C[C@H](NC1)C(=O)N)F 4,4-difluoro-L-prolinamide hydrochloride